1-(4-methylthiophene-3-yl)cyclopropanecarbaldehyde CC=1C(=CSC1)C1(CC1)C=O